(1R,4s)-4-(2-(((1S,2R)-2-hydroxycyclohexyl)methylamino)-8-(2,4,6-trichlorophenylamino)-9H-purin-9-yl)cyclohexanecarboxamide O[C@H]1[C@@H](CCCC1)CNC1=NC=C2N=C(N(C2=N1)C1CCC(CC1)C(=O)N)NC1=C(C=C(C=C1Cl)Cl)Cl